(naphthalen-2-ylmethylidene)hydrazine C1=C(C=CC2=CC=CC=C12)C=NN